racemic-N-[[4-[5-(3,5-dichloro-4-fluorophenyl)-4,5-dihydro-5-(trifluoromethyl)-3-isoxazolyl]-2,3-dihydro-7-benzofuranyl]methyl]propionamide ClC=1C=C(C=C(C1F)Cl)[C@]1(CC(=NO1)C1=CC=C(C2=C1CCO2)CNC(CC)=O)C(F)(F)F |r|